(S)-1-tert-butyl-2-methyl-piperazine C(C)(C)(C)N1[C@H](CNCC1)C